N1=CC=C(C=C1)C=1C=CC2=C(N(C=N2)C2CCN(CC2)C(=O)OCC2=CC=CC=C2)C1 benzyl 4-(6-(pyridin-4-yl)-1H-benzo[d]imidazol-1-yl)piperidine-1-carboxylate